C(C)N1CCN(CC1)C1=CC=C(C=C1)NC1=NC=CC(=N1)C1=C(N=C(S1)C1CCN(CC1)S(=O)(=O)CC)C1=CC=C(C=C1)F N-(4-(4-ethylpiperazin-1-yl)phenyl)-4-(2-(1-(ethylsulphonyl)piperidin-4-yl)-4-(4-fluorophenyl)thiazol-5-yl)pyrimidin-2-amine